tert-butyl (3-(5-(cis-3-hydroxycyclobutyl)-2-oxooxazolidin-3-yl)bicyclo[1.1.1]pentan-1-yl)carbamate O[C@H]1C[C@H](C1)C1CN(C(O1)=O)C12CC(C1)(C2)NC(OC(C)(C)C)=O